N-(1-methyl-3-(4'-(3-phenylpropoxy)-4,5,5',6'-tetrahydro-2H-spiro[furan-3,8'-pyrano[3,4-b]pyridin]-2'-yl)-1H-pyrrolo[2,3-c]pyridin-5-yl)acetamide CN1C=C(C=2C1=CN=C(C2)NC(C)=O)C2=CC(=C1C(=N2)C2(OCC1)COCC2)OCCCC2=CC=CC=C2